N1N(C=C2N1C=CC=C2)N triazolo[1,5-a]pyridin-2-amine